(R)-2-((4-(4-methylpiperazin-1-yl)phenyl)amino)-2-oxo-1-phenylethyl 3-amino-6-(1-(piperidin-4-yl)-1H-pyrazol-4-yl)pyrazine-2-carboxylate NC=1C(=NC(=CN1)C=1C=NN(C1)C1CCNCC1)C(=O)O[C@@H](C(=O)NC1=CC=C(C=C1)N1CCN(CC1)C)C1=CC=CC=C1